O=C(CCCCCCNC(=O)CC=1CC=2C=NC=CC2N1)NNCCC N-(7-oxo-7-(2-propylhydrazino)heptyl)-3H-pyrrolo[3,2-c]pyridine-2-carboxyamide